ClC=1C=C2C(=NNC2=CC1)CNC1=CC=C(C=N1)C(=O)N1C[C@H](CC1)N(C(C)=O)C N-[(3S)-1-(6-{[(5-Chloro-1H-indazol-3-yl)methyl]amino}pyridine-3-carbonyl)pyrrolidin-3-yl]-N-methylacetamide